(S)-N-(1-(1-acetylpyrrolidin-3-yl)-6-(6-fluoropyridin-3-yl)-1H-pyrazolo[3,4-d]pyrimidin-4-yl)-5-nitrothiophene-2-carboxamide C(C)(=O)N1C[C@H](CC1)N1N=CC=2C1=NC(=NC2NC(=O)C=2SC(=CC2)[N+](=O)[O-])C=2C=NC(=CC2)F